N1=C(C=CC=C1)CNC(=O)[C@@H]1[C@@H](C1)C(=O)OCC ethyl cis-2-((pyridin-2-ylmethyl)carbamoyl)cyclopropane-1-carboxylate